NC1=CC=C(OC=2C=C3C(=NC2)NC=C3)C=C1 5-(4-aminophenoxy)-1H-pyrrolo[2,3-b]pyridine